C(C)(C)(C)C=1C=C(C=C(C1O)CC1=CC(=C(C(=C1)C(C)(C)C)O)C(C)(C)C)CCC(=O)OCCSCCOC(CCC1=CC(=C(C(=C1)CC1=CC(=C(C(=C1)C(C)(C)C)O)C(C)(C)C)O)C(C)(C)C)=O Thiobis(ethane-2,1-diyl) bis(3-(3-(tert-butyl)-5-(3,5-di-tert-butyl-4-hydroxybenzyl)-4-hydroxyphenyl) propionate)